CC=1C(=CC(=C(C1OCCC(C(=O)[O-])(C)C)C1CCCC=C1)OCCC(C(=O)[O-])(C)C)CCCCC ((5-methyl-4-pentyl-1',2',3',4'-tetrahydro-[1,1'-biphenyl]-2,6-diyl)bis(oxy))bis(methylene)bis(2,2-dimethylpropanoate)